C(#N)C[C@@H]1N(CCN(C1)C1=NC(=NC=2CN(CCCC21)C2=C(C=CC=C2I)F)OC[C@H]2N(CCC2)C)C(=O)OC(C)(C)C tert-butyl (2S)-2-(cyanomethyl)-4-[8-(2-fluoro-6-iodophenyl)-2-[[(2S)-1-methylpyrrolidin-2-yl]methoxy]-5,6,7,9-tetrahydropyrimido[4,5-c]azepin-4-yl]piperazine-1-carboxylate